(S)-quinuclidin-3-yl ((R)-5-(4-butylphenyl)-2,2-dimethyl-2,3-dihydro-1H-inden-1-yl)carbamate C(CCC)C1=CC=C(C=C1)C=1C=C2CC([C@H](C2=CC1)NC(O[C@@H]1CN2CCC1CC2)=O)(C)C